(S)-benzyl (1-(2-fluoro-5-((4-oxo-3,4-dihydrophthalazin-1-yl)methyl) benzoyl)pyrrolidin-3-yl)carbamate FC1=C(C(=O)N2C[C@H](CC2)NC(OCC2=CC=CC=C2)=O)C=C(C=C1)CC1=NNC(C2=CC=CC=C12)=O